2-(4-chloro-2-fluorophenyl)-5-(chloromethyl)-1,3,4-oxadiazole ClC1=CC(=C(C=C1)C=1OC(=NN1)CCl)F